C1(=CC=CC=C1)C=1C=NC(=NC1)NC=1C=NC=C(C(=O)O)C1 5-((5-phenylpyrimidin-2-yl)amino)nicotinic acid